O[C@@H]1CC(C[C@@H]1O)C(=O)OCC ethyl (1r,3R,4S)-3,4-dihydroxycyclopentane-1-carboxylate